3-ethyl-3-(2-ethylhexyl-oxymethyl)oxetane disodium methanearsonate C[As]([O-])(=O)[O-].[Na+].[Na+].C(C)C1(COC1)COCC(CCCC)CC